[Se].C(=O)N formamide compound with selenium